4-(5-((2-(4-Carbamoylphenyl)-2-oxoethyl)thio)-1H-tetrazol-1-yl)-2-fluorobenzoic acid C(N)(=O)C1=CC=C(C=C1)C(CSC1=NN=NN1C1=CC(=C(C(=O)O)C=C1)F)=O